2,2-difluoro-spiro[3.3]heptan-6-one FC1(CC2(C1)CC(C2)=O)F